allyl((S)-1-(((S)-1-((4-(hydroxymethyl)phenyl)amino)-1-oxopropan-2-yl)amino)-3-methyl-1-oxobutan-2-yl) carbamate C(N)(O[C@H](C(=O)N[C@H](C(=O)NC1=CC=C(C=C1)CO)C)C(CCC=C)C)=O